ClC1=C(C=CC=C1C(=O)N1CCCCC1)N1N=CC2=C1COC[C@@H]2NC(=O)C=2N=CN1C2CCCC1 (R)-N-(1-(2-chloro-3-(piperidine-1-carbonyl)phenyl)-1,4,5,7-tetrahydropyrano[3,4-c]pyrazol-4-yl)-5,6,7,8-tetrahydroimidazo[1,5-a]pyridine-1-carboxamide